4-(trifluoromethyl)benzenesulfinic acid sodium [Na].FC(C1=CC=C(C=C1)S(=O)O)(F)F